(2S,4R)-1-[(2R)-2-(4-cyclopropyltriazol-1-yl)-3,3-dimethyl-butanoyl]-4-hydroxy-N-(3-pyrimidin-2-yltetrahydrofuran-3-yl)pyrrolidine-2-carboxamide C1(CC1)C=1N=NN(C1)[C@@H](C(=O)N1[C@@H](C[C@H](C1)O)C(=O)NC1(COCC1)C1=NC=CC=N1)C(C)(C)C